(3R,4S,5R)-4-(benzyloxy)-5-((benzyloxy)methyl)-5-(fluoromethyl)-2-methoxytetrahydrofuran-3-ol C(C1=CC=CC=C1)O[C@H]1[C@H](C(O[C@]1(CF)COCC1=CC=CC=C1)OC)O